C1=[NH+]N=CC2=CC=CC=C12 PHTHALAZINIUM